C(CCC)(=O)O.CC(C)=CCC\C(\C)=C\C=O geranial butyrate